2-[[2-(allyloxycarbonylamino)acetyl]amino]acetic acid C(C=C)OC(=O)NCC(=O)NCC(=O)O